CN1N=CC(=C1)C=1C=CC=2N(C1)N=CC2N2CCNCC2 4-(6-(1-methyl-1H-pyrazol-4-yl)pyrazolo[1,5-a]pyridin-3-yl)piperazin